N=1N(N=C2C1C=CC=C2)C2=CC=C(C=C2)NC2=CC=C(C=C2)N2N=C1C(=N2)C=CC=C1 bis(4-(2H-benzo[d][1,2,3]triazol-2-yl)phenyl)amine